FC1=C(CN2C(C3=NC=CC=C3C2=O)([2H])[2H])C(=CC(=C1)C=1C2=CN(N=C2C=CC1)C)C 6-(2-fluoro-6-methyl-4-(2-methyl-2H-indazol-4-yl)benzyl)-6,7-dihydro-5H-pyrrolo[3,4-b]pyridin-5-one-7,7-d2